3,4'-dimethylkaempferol CC1(C(OC=2C=C(C=C(C2C1=O)O)O)=C1C=CC(O)(C=C1)C)O